boc-(R)-γ-(4-pyridylmethyl)-L-proline C(=O)(OC(C)(C)C)N1[C@H](CC(C1)CC1=CC=NC=C1)C(=O)O